(3-((2,2-difluoroethyl)(7-fluoro-[1,2,4]triazolo[4,3-a]quinazolin-5-yl)amino)-5-fluorophenyl)-2,2-dimethylbut-3-ynenitrile FC(CN(C=1C=C(C=C(C1)F)C#CC(C#N)(C)C)C1=NC=2N(C3=CC=C(C=C13)F)C=NN2)F